CS(=O)(=O)[C@@H](C[C@@H](C)O)C (2r,4r)-4-(methylsulfonyl)pentan-2-ol